COC1=NC=NC=C1C(=O)O 4-methoxypyrimidine-5-carboxylic acid